2-(2-cyclopropyl-4-methoxyphenyl)-3-(oxazol-5-ylmethyl)-4-oxo-3,4-dihydrobenzo[4,5]thieno[2,3-d]pyrimidine-8-sulfinic acid C1(CC1)C1=C(C=CC(=C1)OC)C=1N(C(C2=C(N1)SC1=C2C=CC=C1S(=O)O)=O)CC1=CN=CO1